(3S)-3-(2-(5-(2-(azetidin-1-yl)ethyl)-2-oxo-4-(trifluoromethyl)pyridin-1(2H)-yl)-4-methylpentanamido)-3-(3',4-difluoro-2',5,6'-trimethyl-[1,1'-biphenyl]-3-yl)propanoic acid N1(CCC1)CCC=1C(=CC(N(C1)C(C(=O)N[C@@H](CC(=O)O)C=1C=C(C=C(C1F)C)C1=C(C(=CC=C1C)F)C)CC(C)C)=O)C(F)(F)F